CC(CC)CCC(C(C)C)=O 3,7-dimethyl-6-octanal